4-{5-[(R)-(1,3-dimethyl-azetidin-3-yl)-hydroxy-(4-isopropyl-phenyl)-methyl]-pyridin-3-yl}-2-(5-methyl-thiophen-2-yl)-but-3-yn-2-ol CN1CC(C1)(C)[C@@](C=1C=C(C=NC1)C#CC(C)(O)C=1SC(=CC1)C)(C1=CC=C(C=C1)C(C)C)O